[Cu].N1N=NC=C1 triazole copper